(6,7-dimethoxyquinolin-4-yl)piperidine-4-carboxylic acid COC=1C=C2C(=CC=NC2=CC1OC)N1CCC(CC1)C(=O)O